CC(C1=CC(=CC=C1)OC2=CC=CC=C2)C(=O)O The molecule is a monocarboxylic acid that is propanoic acid in which one of the hydrogens at position 2 is substituted by a 3-phenoxyphenyl group. A non-steroidal anti-inflammatory drug, the dihydrate form of the calcium salt is used for the management of mild to moderate pain and for the relief of pain and inflammation associated with disorders such as arthritis. It is pharmacologically similar to aspirin, but causes less gastrointestinal bleeding. It has a role as a non-steroidal anti-inflammatory drug, a cyclooxygenase 2 inhibitor, a cyclooxygenase 1 inhibitor, an antipyretic, a non-narcotic analgesic and a drug allergen. It is a conjugate acid of a fenoprofen(1-).